3-(1-cyanocyclopropyl)-5-(difluoromethoxy)-N-[(1S)-1-[2-(6-pyrazol-1-ylpyrimidin-4-yl)-1,2,4-triazol-3-yl]ethyl]benzamide C(#N)C1(CC1)C=1C=C(C(=O)N[C@@H](C)C=2N(N=CN2)C2=NC=NC(=C2)N2N=CC=C2)C=C(C1)OC(F)F